2-(6-((5-methyl-2-(((1r,4r)-4-(piperidin-1-yl)cyclohexyl)amino)thieno[2,3-d]pyrimidine-4-yl)amino)pyridin-2-yl)propan-2-ol CC1=CSC=2N=C(N=C(C21)NC2=CC=CC(=N2)C(C)(C)O)NC2CCC(CC2)N2CCCCC2